CN(C1=C(C=CC=C1)N1S(C2=C(C1)C(=CC=C2)F)(=O)=O)CC(C)C N-(2-(methylisobutylamino)phenyl)-4-fluorobenzo[d]isothiazol-1,1-dioxide